3,5-dichloro-N-(5-(2-chlorophenyl)-1,3,4-oxadiazol-2-yl)benzamide ClC=1C=C(C(=O)NC=2OC(=NN2)C2=C(C=CC=C2)Cl)C=C(C1)Cl